CC1CN(CCN1C=1C=NN2C1C=CC(=C2)C=2C=NN(C2)C)C(=O)OC(C)(C)C tert-butyl 3-methyl-4-(6-(1-methyl-1H-pyrazol-4-yl)pyrazolo[1,5-a]pyridin-3-yl)piperazine-1-carboxylate